O1CC(=CC=C1)CCC(=O)N 3-(pyran-3-yl)propanoic acid amide